COC(CNC=1[C@@H]2N([C@H](CN1)C2)C(=O)OC(C)(C)C)OC tert-butyl (1R,5S)-2-(2,2-dimethoxyethylamino)-3,6-diazabicyclo[3.1.1]hept-2-ene-6-carboxylate